[Si](C)(C)(C(C)(C)C)ONC1=NC(=NC=C1OC)Cl O-(tert-butyldimethylsilyl)-N-(2-chloro-5-methoxypyrimidin-4-yl)hydroxylamine